N2-(4-methoxy-3-(3-(3-methoxyazetidin-1-yl)propoxy)phenyl)-N4-methylpyrimidine-2,4-diamine COC1=C(C=C(C=C1)NC1=NC=CC(=N1)NC)OCCCN1CC(C1)OC